O=C(CC(=O)O)CC 3-oxopentanoic acid